CC1(C=2C(=CC=3NC4=CC=CC=C4C13)C=C1C=CC=CC12)C 12,12-dimethyl-indeno[2,1-b]carbazole